FC1(CC(C1)N1N=C(C(=C1)NC(=O)C=1N=C(SC1)C=1C=NNC1)C1=NC=CC=C1)F N-(1-(3,3-difluorocyclobutyl)-3-(pyridin-2-yl)-1H-pyrazol-4-yl)-2-(1H-pyrazol-4-yl)thiazole-4-carboxamide